FC(C=1C=CC2=C(N(C(C=3N2C=CN3)=O)C3=C(C=CC=C3)C)N1)F 7-(Difluoromethyl)-5-(o-tolyl)imidazo[1,2-a]pyrido[2,3-e]pyrazin-4(5H)-one